(4-((3-cyclohexyl-2-oxotetrahydropyrimidin-1(2H)-yl)methyl)piperidin-1-yl)-2-(2,6-dioxopiperidin-3-yl)isoindoline-1,3-dione C1(CCCCC1)N1C(N(CCC1)CC1CCN(CC1)C1=C2C(N(C(C2=CC=C1)=O)C1C(NC(CC1)=O)=O)=O)=O